(2r,3r,4r,5s)-3,4,5-tris(benzyloxy)-1-(((1s,4s)-4-(tert-butyl)cyclohexyl)methyl)-2-methylpiperidine C(C1=CC=CC=C1)O[C@@H]1[C@H](N(C[C@@H]([C@H]1OCC1=CC=CC=C1)OCC1=CC=CC=C1)CC1CCC(CC1)C(C)(C)C)C